N1C=NC2=NC(=CC=C21)C(=O)OC methyl 1H-imidazo[4,5-b]pyridine-5-carboxylate